[Br-].C(=C)N1CN(C=C1)CC1=CC=CC=C1 1-vinyl-3-benzylimidazole bromide salt